6-(2-chloro-4-fluoro-5-methoxyphenyl)-3-(5-fluoroisoquinolin-4-yl)-1-((2-(trimethylsilyl)ethoxy)methyl)thieno[3,2-d]pyrimidine-2,4(1H,3H)-dione ClC1=C(C=C(C(=C1)F)OC)C1=CC=2N(C(N(C(C2S1)=O)C1=CN=CC2=CC=CC(=C12)F)=O)COCC[Si](C)(C)C